7-bromo-1-(fluoromethylene)-5-fluoro-2,3-dihydro-1H-indene-4-carboxylic acid methyl ester COC(=O)C=1C=2CCC(C2C(=CC1F)Br)=CF